CN(C1CCN(CC1)C1=C(C=C(C=C1)NC=1N=C(C2=C(N1)SC=C2C(=O)O)NC2(CC2)C)OC)C 2-((4-(4-(dimethylamino)piperidin-1-yl)-3-methoxyphenyl)amino)-4-((1-methylcyclopropyl)amino)thieno[2,3-d]pyrimidine-5-carboxylic acid